CC1(CCC2=C(SC(=C2C(=O)N2CCOCC2)NC(=O)C2=NC=CN=C2)C1)C N-(6,6-Dimethyl-3-(morpholin-4-carbonyl)-4,5,6,7-tetrahydrobenzo[b]thiophen-2-yl)pyrazin-2-carboxamid